5-amino-1,3-dihydro-2H-benzimidazol NC1=CC2=C(NCN2)C=C1